N-[2-(phenylsulfonyloxy)phenyl]urea C1(=CC=CC=C1)S(=O)(=O)OC1=C(C=CC=C1)NC(=O)N